(S)-2-(2,3-dimethyl-4-(pyrrolidin-2-yl)phenyl)-N-(3-(4-fluoropiperidin-1-yl)propyl)benzo[d]imidazo[2,1-b]thiazole-7-carboxamide CC1=C(C=CC(=C1C)[C@H]1NCCC1)C=1N=C2SC3=C(N2C1)C=CC(=C3)C(=O)NCCCN3CCC(CC3)F